N-((phenyl-d5)methyl-d2)hydroxylamine C1(=C(C(=C(C(=C1[2H])[2H])[2H])[2H])[2H])C(NO)([2H])[2H]